C1(=CC=CC=C1)[S+](C1=CC=C(C=C1)SC1=CC=CC=C1)C1=CC=CC=C1 Diphenyl-(4-thiophenoxyphenyl)sulfonium